5-Oxo-2-phenyl-4-(phenylamino)-7,8-dihydro-2H-pyrido[4,3-d][1,3]thiazine-6(5H)-carboxylic acid tert-butyl ester C(C)(C)(C)OC(=O)N1C(C=2C(=NC(SC2NC2=CC=CC=C2)C2=CC=CC=C2)CC1)=O